1-dipyridylamino-3-methylenepent-4-ene N1=C(C=CC=C1)N(CCC(C=C)=C)C1=NC=CC=C1